N[C@@H]1C[C@H](N(C1)C(=O)C=1C=NC2=CC=C(C=C2C1)Cl)C=1SC=C(N1)C(=O)N[C@H](C(=O)NC)CCCCNC(=N)N 2-((2S,4R)-4-Amino-1-(6-chlorochinolin-3-carbonyl)pyrrolidin-2-yl)-N-((S)-6-guanidino-1-(methylamino)-1-oxohexan-2-yl)thiazol-4-carboxamid